3-Phenyl-3-(4-(2-hydroxycarbonylethyl)carboxyphenyl)-6,7-dimethoxy-13,13-dimethyl-3H,13H-indeno[2',3':3,4]naphtho[1,2-b]pyran C1(=CC=CC=C1)C1(C=CC2=C(O1)C=1C=C(C(=CC1C1=C2C(C2=CC=CC=C21)(C)C)OC)OC)C2=C(C=C(C=C2)CCC(=O)O)C(=O)O